2,4,4'-triethoxybenzophenone C(C)OC1=C(C(=O)C2=CC=C(C=C2)OCC)C=CC(=C1)OCC